1-allyl-3-[3-(triethoxysilyl)propyl]thiourea C(C=C)NC(=S)NCCC[Si](OCC)(OCC)OCC